C(=O)(OC(C)(C)C)NCCCCCC(=O)O N-Boc-6-aminohexanoic acid